(+/-)-N-{[5-(4-{[(3R,4S)-3-fluoro-1-methylpiperidin-4-yl]amino}-1-(2,2,2-trifluoroethyl)-1H-indol-2-yl)thiophen-2-yl]methyl}cyclopropanecarboxamide F[C@@H]1CN(CC[C@@H]1NC1=C2C=C(N(C2=CC=C1)CC(F)(F)F)C1=CC=C(S1)CNC(=O)C1CC1)C |r|